3-(1H-imidazol-1-yl)-N-((1R,2R)-2-methoxycyclohexyl)benzamide N1(C=NC=C1)C=1C=C(C(=O)N[C@H]2[C@@H](CCCC2)OC)C=CC1